N-(4-((1R,3R)-2-(bicyclo[1.1.1]pentan-1-yl)-3-methyl-2,3,4,9-tetrahydro-1H-pyrido[3,4-b]indol-1-yl)phenyl)-1-propylazetidin-3-amine C12(CC(C1)C2)N2[C@@H](C=1NC3=CC=CC=C3C1C[C@H]2C)C2=CC=C(C=C2)NC2CN(C2)CCC